BrC1=CC(=NC(=C1N1CC(C1)OC)OCC1CC1)C(=O)NC(C(=O)OCC)(CC)CC Ethyl 2-(4-bromo-6-(cyclopropylmethoxy)-5-(3-methoxyazetidin-1-yl) picolinamido)-2-ethylbutyrate